C(CCCCCC)OC(=O)C1=CC=C(O)C=C1 heptyl-paraben